C(C=C)C=1OCC(N1)CCCC 2-Allyl-4-butyl-2-oxazoline